1-methylpiperidin-4-yl (S)-2-methylene-4-oxo-4-((1-(5-(trifluoromethyl)pyridin-2-yl)ethyl)amino)butanoate C=C(C(=O)OC1CCN(CC1)C)CC(N[C@@H](C)C1=NC=C(C=C1)C(F)(F)F)=O